FC1(OC2=C(O1)C=CC=C2)F 2,2-difluorobenzo[d][1,3]dioxolane